C1(=CC=CC=C1)C1=C(C(=C(C1=O)C1=CC=CC=C1)C1=CC=CC=C1)C1=CC=CC=C1 tetraphenylcyclopenta-2,4-dienone